NC1=NC(=CC(=N1)C1=CC(=C(C#N)C=C1)C)C=1N=NN(C1)CC1=NC(=CC=C1)COC 4-[2-amino-6-(1-{[6-(methoxymethyl)-2-pyridinyl]methyl}-1H-1,2,3-triazol-4-yl)-4-pyrimidinyl]-2-methylbenzonitrile